Cl.C(C)OC(C[C@@H]1CC[C@H](CC1)N)=O (trans-4-amino-cyclohexyl)-acetic acid ethyl ester hydrochloride